chloro-2-acetamido-2-deoxy-3,4,6-tri-O-acetyl-alpha-D-glucopyranose CC(=O)N[C@@H]1[C@H]([C@@H]([C@H](O[C@@H]1OCl)COC(=O)C)OC(=O)C)OC(=O)C